C1=CC=C(C=2SC3=C(C21)C=CC=C3)C=3C=C(C=CC3)C3=CC(=CC=C3)C3=NC(=NC(=N3)C3=CC=CC=C3)C3=CC=CC=C3 2-(3'-(dibenzo[b,d]thiophen-4-yl)-[1,1-biphenyl]-3-yl)-4,6-diphenyl-1,3,5-triazine